4-methyl-3-(1H-pyrrolo[2,3-b]pyridin-4-yl)-2-[4-(trifluoromethyl)phenyl]-4,5,6,7-tetrahydropyrazolo[1,5-a]pyrazine hydrogen chloride Cl.CC1C=2N(CCN1)N=C(C2C2=C1C(=NC=C2)NC=C1)C1=CC=C(C=C1)C(F)(F)F